[13C]([13CH2][13CH2][13C](=O)O)(=O)O succinic acid-13C4